C1CC1S(=O)(=O)NC=1C=NC2=CC(=CC(=C2C1)F)C1=CC=CC=C1 3-(3-cyclopropylsulfonylamino)-5-fluoro-7-phenylquinolin